2,6-Difluorophenyl pentafluorophenyl adipate C(CCCCC(=O)OC1=C(C(=C(C(=C1F)F)F)F)F)(=O)OC1=C(C=CC=C1F)F